3-(4-(Aminomethyl)pyridazin-3-yl)piperidine-2,6-dione NCC1=C(N=NC=C1)C1C(NC(CC1)=O)=O